C(#N)N1C[C@]2(CCC2C1)NC(C1=CC=C(C=C1)C1=C(C=NC=C1)NC1=CC=CC=C1)=O N-((1R)-3-cyano-3-azabicyclo[3.2.0]heptan-1-yl)-4-(3-(phenylamino)pyridin-4-yl)benzamide